(S)-10-methoxy-9-nitro-1,2,4,4a,5,6-hexahydro-3H-benzo[b]pyrazino[1,2-d][1,4]oxazepine-3-carboxylic acid tert-butyl ester C(C)(C)(C)OC(=O)N1C[C@H]2N(C3=C(OCC2)C=C(C(=C3)OC)[N+](=O)[O-])CC1